N-(5-chloropyrimidin-2-yl)-2-[(2's,4r)-2'-fluoro-6-(1-fluorocyclopropyl)-1-oxospiro[3H-isoquinoline-4,1'-cyclopropane]-2-yl]acetamide ClC=1C=NC(=NC1)NC(CN1C(C2=CC=C(C=C2[C@@]2([C@H](C2)F)C1)C1(CC1)F)=O)=O